OC=1C=C(C[C@@H]2NC(C3=C(NC2=O)C=C(C=C3)C)=O)C=CC1O (S)-3-(3,4-dihydroxybenzyl)-8-methyl-3,4-dihydro-1H-benzo[E][1,4]diazepine-2,5-dione